C(C)(C)C1=C(C=CC=C1)C=1C=C2C(=CN1)NC=C2CC2CCN(CC2)C=2N(C=C(N2)C(F)(F)F)C 5-(2-isopropylphenyl)-3-[[1-[1-methyl-4-(trifluoromethyl)imidazol-2-yl]-4-piperidyl]methyl]-1H-pyrrolo[2,3-c]pyridine